CC(CC)CCCCCCCCCCCCCC 3-methylheptadecane